ClC1=CC2=C(N=N1)N(C=C2)[C@H]2CN(CCC2)C 3-Chloro-7-[(3R)-1-methylpiperidin-3-yl]-7H-pyrrolo[2,3-c]pyridazine